(8'R)-4'-chloro-4,8'-difluoro-2'-(methylsulfanyl)-2,3,5',8'-tetrahydro-6'H-spiro[indene-1,7'-quinazoline] ClC1=NC(=NC=2[C@@H](C3(CCC12)CCC1=C(C=CC=C13)F)F)SC